4-(3-Chloroanilino)-2'-[(2S)-3-hydroxy-2-phenylpropyl]-2',3'-dihydrospiro[cyclohexane-1,1'-indene]-4-carboxylic acid methyl ester COC(=O)C1(CCC2(C(CC3=CC=CC=C23)C[C@H](CO)C2=CC=CC=C2)CC1)NC1=CC(=CC=C1)Cl